Benzyl (trifluoromethyl)-1,2,3-oxathiazolidine-3-carboxylate FC(F)(F)C1N(SOC1)C(=O)OCC1=CC=CC=C1